O=S1(CCN(CC1)C=1C=C(C=CC1)NC(=O)C1=NC=C(N=C1N1CCC2(CC2)CC1)NC(CO)(C)C)=O N-(3-(1,1-dioxidothiomorpholino)phenyl)-5-((1-hydroxy-2-methylpropan-2-yl)amino)-3-(6-azaspiro[2.5]octan-6-yl)pyrazine-2-carboxamide